BrC1=CC(=C(C=C1)C1CN(C1)CC(F)(F)F)Cl 3-(4-bromo-2-chlorophenyl)-1-(2,2,2-trifluoroethyl)azetidine